(7S)-7-tert-butyl-N-[(1R)-3-(dimethylamino)-1-[3-[[1-(2,2,2-trifluoroethyl)pyrrolidin-3-yl]carbamoyl]phenyl]propyl]-5,6,7,8-tetrahydrothiazolo[5,4-b]quinoline-2-carboxamide C(C)(C)(C)[C@@H]1CC=2C=C3C(=NC2CC1)SC(=N3)C(=O)N[C@H](CCN(C)C)C3=CC(=CC=C3)C(NC3CN(CC3)CC(F)(F)F)=O